C(C)(C)(C1=CC=C(C=C1)O)C1=C(C=CC=C1)O 2,4'-isopropylidenediphenol